(4-methoxyphenyl)palladium (II) chloride COC1=CC=C(C=C1)[Pd]Cl